N-benzyloxycarbonyl-L-glutamic acid 1-benzyl ester C(C1=CC=CC=C1)OC([C@@H](NC(=O)OCC1=CC=CC=C1)CCC(=O)O)=O